2-(7-(benzyloxy)-1-(cyclopropylmethyl)-1H-indol-2-yl)-3-methylpyrazolo[1,5-a]pyridine-6-carboxylic acid ethyl ester C(C)OC(=O)C=1C=CC=2N(C1)N=C(C2C)C=2N(C1=C(C=CC=C1C2)OCC2=CC=CC=C2)CC2CC2